FC1(CCC(CC1)NC=1N=CC2=C(N1)NC=C2C2=CC=1N(C=C2)N=CC1C=1C=NN(C1)C)F N-(4,4-difluorocyclohexyl)-5-(3-(1-methyl-1H-pyrazol-4-yl)pyrazolo[1,5-a]pyridin-5-yl)-7H-pyrrolo[2,3-d]pyrimidin-2-amine